O=C1NC(CCC1N1C(C2=CC=C(C=C2C1)N1CC(CC1)CN1CCN(CC1)C=1C=C(C=CC1)S(=O)(=O)NC1=NOC2=C1C(=CC(=C2)CN2N=CC=C2)OC)=O)=O 3-[4-[[1-[2-(2,6-Dioxopiperidin-3-yl)-1-oxo-3H-isoindol-5-yl]pyrrolidin-3-yl]methyl]piperazin-1-yl]-N-[4-methoxy-6-(pyrazol-1-ylmethyl)-1,2-benzoxazol-3-yl]benzenesulfonamide